2,3,6,7,10,11-hexakis(heptyloxy)triphenylene palladium [Pd].C(CCCCCC)OC1=CC=2C3=CC(=C(C=C3C3=CC(=C(C=C3C2C=C1OCCCCCCC)OCCCCCCC)OCCCCCCC)OCCCCCCC)OCCCCCCC